C1(CC1)C=1N=CN(C1)C=1C(=CC(=C(C1)C=O)F)C 5-(4-cyclopropyl-1H-imidazol-1-yl)-2-fluoro-4-methylbenzeneFormaldehyde